2-ethyl-9,10-bis(butoxycarbonylpropylene)anthracenebenzyl-tetrahydroxyquinoline C(C)C1=C(C2=C(C3=CC=CC=C3C(=C2C=C1)C(CC(=O)OCCCC)C)C(CC(=O)OCCCC)C)C1=CC=CC=C1CC=1C(=C2C(=C(C(=NC2=CC1)O)O)O)O